ClC=1C(=C(C(=O)[O-])C=CC1)NCC=1OC=CC1 chloro-2-[(2-furanylmethyl)amino]benzoate